(2,3,5,6-tetrafluoro-4-(methylthio)phenyl)methanamine FC1=C(C(=C(C(=C1F)SC)F)F)CN